tert-butyl (S)-3-amino-3-(5-(2-((tert-butyldimethylsilyl)oxy)ethoxy)pyridin-3-yl)propanoate N[C@@H](CC(=O)OC(C)(C)C)C=1C=NC=C(C1)OCCO[Si](C)(C)C(C)(C)C